COC(=O)C1=NC(=CC(=C1Cl)N)C1=CC(=C(C=C1)Br)F 4-amino-6-(4-bromo-3-fluorophenyl)-3-chloro-pyridine-2-carboxylic acid methyl ester